4-(1-(4-fluoro-2-(2-methylpropan-1-en-1-yl)phenyl)-1H-pyrrolo[2,3-c]pyridin-3-yl)piperidine-1-carboxylic acid tert-butyl ester C(C)(C)(C)OC(=O)N1CCC(CC1)C1=CN(C2=CN=CC=C21)C2=C(C=C(C=C2)F)C=C(C)C